C(C)(C)(C)OC(=O)N[C@@H](CCS(=O)(=O)O)C.CS(=O)(=O)O Methanesulfonic acid (R)-2-((tert-butoxycarbonyl)amino)propylmethanesulfonate